C(C)(C)(C)OC(=O)N1CC2(CC(CO2)(C2=CC=C(C=C2)C(F)(F)F)O)CC1 3-hydroxy-3-(4-(trifluoromethyl)phenyl)-1-oxa-7-azaspiro[4.4]nonane-7-carboxylic acid tert-butyl ester